6-amino-N-{(1S,2S)-2-[(4-{(1S)-1-[4-(1,3-dihydroxypropan-2-yl)piperazin-1-yl]-2,3-dihydro-1H-inden-5-yl}phenyl)methoxy]cyclopentyl}-2'-fluoro[3,3'-bipyridine]-5-carboxamide NC1=C(C=C(C=N1)C=1C(=NC=CC1)F)C(=O)N[C@@H]1[C@H](CCC1)OCC1=CC=C(C=C1)C=1C=C2CC[C@@H](C2=CC1)N1CCN(CC1)C(CO)CO